N1N=CC=C1C=1C=C(C=CC1)[C@H](C)NC1=NC=NC=C1 N-{(1S)-1-[3-(1H-pyrazol-5-yl)phenyl]ethyl}pyrimidin-4-amine